O=C1OC(C=2C1=CC=1CN(CC1C2)C(=O)OC(C)(C)C)=O tert-Butyl 1,3-dioxo-5,7-dihydro-1H-furo[3,4-f]isoindole-6(3H)-carboxylate